N-(4-methoxycyclohexyl)-4-methyl-3-(5-(1-(naphthalen-1-yl)ethyl)-1,2,4-oxadiazol-3-yl)aniline COC1CCC(CC1)NC1=CC(=C(C=C1)C)C1=NOC(=N1)C(C)C1=CC=CC2=CC=CC=C12